3-(8-formyl-7-hydroxy-6-methoxy-2-methyl-4-oxo-4H-chromen-3-yl)-N-(2-morpholinoethyl)propionamide hydrochloride Cl.C(=O)C=1C(=C(C=C2C(C(=C(OC12)C)CCC(=O)NCCN1CCOCC1)=O)OC)O